ClC1=C(C=CC2=C1C(=NC(C=1N2C(=C(N1)C(=O)OC)C)C)C1=NC=CC=C1F)C(F)(F)F methyl 7-chloro-6-(3-fluoro-2-pyridyl)-1,4-dimethyl-8-(trifluoromethyl)-4H-imidazo[1,2-a][1,4]benzodiazepine-2-carboxylate